4-(5-(2-(3,5-bis(trifluoromethyl)phenyl)-N,2-dimethylpropanamido)-4-(o-tolyl)pyridin-2-yl)-1-((butyryloxy)methyl)-1-methylpiperazin-1-ium FC(C=1C=C(C=C(C1)C(F)(F)F)C(C(=O)N(C)C=1C(=CC(=NC1)N1CC[N+](CC1)(C)COC(CCC)=O)C1=C(C=CC=C1)C)(C)C)(F)F